FC1=C(C(=C(C(=C1F)F)F)F)[B-](C1=C(C(=C(C(=C1F)F)F)F)F)(C1=C(C(=C(C(=C1F)F)F)F)F)C1=C(C(=C(C(=C1F)F)F)F)F.C(CCCCCCCCCCCCC)[NH+](CCCCCCCCCC)C1=C(C=CC=C1)C N-tetradecyl-N-decyl-tolylammonium tetrakis(perfluorophenyl)borate